5-(difluoro(((2-isopropoxy-2-oxoethyl)amino)(phenoxy)phosphoryl)methyl)benzo[b]thiophene-2-carboxylic acid FC(C1=CC2=C(SC(=C2)C(=O)O)C=C1)(P(=O)(OC1=CC=CC=C1)NCC(=O)OC(C)C)F